FC1=CC=C(C=C1)C(C1CCN(CC1)C(=O)OC(C)(C)C)OC1=NN(C(=C1)C(F)(F)F)C tert-Butyl 4-((4-fluorophenyl)((1-methyl-5-(trifluoromethyl)-1H-pyrazol-3-yl)oxy)methyl)piperidine-1-carboxylate